2-(2,4-Dioxotetrahydropyrimidin-1(2H)-yl)-5-((4-(7-fluoroquinolin-4-yl)-3,6-dihydropyridin-1(2H)-yl)methyl)isoindoline-1,3-dione O=C1N(CCC(N1)=O)N1C(C2=CC=C(C=C2C1=O)CN1CCC(=CC1)C1=CC=NC2=CC(=CC=C12)F)=O